Methyl alpha-D-glucopyranoside (Methyl α-D-glucopyranosid) C[C@@]1(O)[C@H](O)[C@@H](O)[C@H](O)[C@H](O1)CO.O([C@@H]1[C@H](O)[C@@H](O)[C@H](O)[C@H](O1)CO)C